C(C)(C)(C)OC(=O)N1CC(CC1)OC(=O)NC=1N=CC2=C(C(=C(C=C2C1)C1=C(C2=C(OCCN2C(=O)OC(C)(C)C)N=C1)C)F)Cl tert-Butyl 7-[3-[(1-tert-butoxycarbonylpyrrolidin-3-yl)oxycarbonylamino]-8-chloro-7-fluoro-6-isoquinolyl]-8-methyl-2,3-dihydropyrido[2,3-b][1,4]oxazine-1-carboxylate